BrC1=NC(=CC=C1)C1=CC=CC2=C1OC1=C2C=CC=C1 2-bromo-6-(dibenzo[b,d]furan-4-yl)pyridine